1-cyano-4-methyl-N-(1-phenyl-1H-imidazol-4-yl)pyrrolidine-3-carboxamide C(#N)N1CC(C(C1)C)C(=O)NC=1N=CN(C1)C1=CC=CC=C1